(S)-5-(2,4-difluorophenoxy)-1-isobutyl-1H-indazole-6-carboxylic acid (1-hydroxymethyl-3-piperidin-1-ylpropyl)amide OC[C@H](CCN1CCCCC1)NC(=O)C1=C(C=C2C=NN(C2=C1)CC(C)C)OC1=C(C=C(C=C1)F)F